N-(allyloxy)-3,4-difluoro-5-((3-fluoro-2-((N-methylaminosulfonyl)amino)pyridin-4-yl)methyl)-2-((2-fluoro-4-vinylphenyl)amino)benzamide C(C=C)ONC(C1=C(C(=C(C(=C1)CC1=C(C(=NC=C1)NS(=O)(=O)NC)F)F)F)NC1=C(C=C(C=C1)C=C)F)=O